FC=1C=C(C=C2C=CC(NC12)=O)N1C[C@H](N([C@H](C1)C)C(=O)OC(C)(C)C)C tert-butyl (2R,6S)-4-(8-fluoro-2-oxo-1H-quinolin-6-yl)-2,6-dimethylpiperazine-1-carboxylate